C(C(C)C)NCC=1C=C(C(N(C1)CC(F)(F)F)=O)C(=O)NC1=CC(=CC=C1)C1(CC2(C1)CCC2)C2=NN=CN2C 5-((Isobutylamino)methyl)-N-(3-(2-(4-methyl-4H-1,2,4-triazol-3-yl)spiro[3.3]heptan-2-yl)phenyl)-2-oxo-1-(2,2,2-trifluoroethyl)-1,2-dihydropyridine-3-carboxamide